C(=C)C=CCl vinylvinyl chloride